(methylhydroxyphosphoryl)-2-carbonyl-butyric acid CP(=O)(O)C(C(C(=O)O)=C=O)C